N-(3-(methylsulfonamido)phenyl)-2-(4H-1,2,4-triazol-3-yl)thiazole-4-carboxamide CS(=O)(=O)NC=1C=C(C=CC1)NC(=O)C=1N=C(SC1)C1=NN=CN1